O=C1NC(CCC1N1C(C2=CC=CC(=C2C1=O)CC12C(CC(C=C1)C2)C(=O)N)=O)=O ((2-(2,6-dioxopiperidin-3-yl)-1,3-dioxoisoindolin-4-yl)methyl)bicyclo[2.2.1]hept-5-ene-2-carboxamide